FC1=C(C=CC(=C1)C)N1CCN(CC1)C(=O)C1=CC=C(COC=2C=CC=C3C(N(NC23)C2C(NC(CC2)=O)=O)=O)C=C1 3-(7-((4-(4-(2-fluoro-4-methylphenyl)piperazine-1-carbonyl)benzyl)oxy)-3-oxo-1,3-dihydro-2H-indazol-2-yl)piperidine-2,6-dione